BrC=1C(=C(C=CC1)NC1=NC=NC2=CC3=C(C=C12)O[C@H](CO3)CN3CCC(CC3)F)F (S)-N-(3-bromo-2-fluorophenyl)-7-((4-fluoropiperidin-1-yl)methyl)-7,8-dihydro-[1,4]dioxino[2,3-g]quinazolin-4-amine